3-methyl-4-(trifluoromethyl)benzamide-2,6-d2 CC1=C(C(C(=O)N)=C(C=C1C(F)(F)F)[2H])[2H]